N-(2-amino-6-chloropyrimidin-4-yl)-1,3-oxazole-2-carbohydrazide NC1=NC(=CC(=N1)N(N)C(=O)C=1OC=CN1)Cl